O1NC=CC=C1 [1,2]oxazin